C(C)(C)(C)OC(=O)N1CC(=CC1)C=1C=C(C=2N(C1)C(=NC2)C)C2=C(C=C(C=C2)F)C(N(C(C)C)CC)=O 3-(8-{2-[ethyl(isopropyl)carbamoyl]-4-fluorophenyl}-3-methylimidazo[1,5-a]pyridin-6-yl)-2,5-dihydro-1H-pyrrole-1-carboxylic acid tert-butyl ester